C(C)(=O)C=1NC2=CC=C(C=C2C1C=1N=NN(C1)CC1CCN(CC1)CCNS(=O)(=O)C1=CC=C(C=C1)C1=C(C=CC=C1F)F)F N-(2-(4-((4-(2-acetyl-5-fluoro-1H-indol-3-yl)-1H-1,2,3-triazol-1-yl)methyl)piperidin-1-yl)ethyl)-2',6'-difluoro-[1,1'-biphenyl]-4-sulfonamide